C(#N)C1=CC(=C(C(=C1)F)NC=1N(C2=NC(=NC=C2N1)N[C@H]1CN(CCC1)C1=CC=CC=C1)C1CCC(CC1)C(=O)N)F (1S,4s)-4-(8-(4-cyano-2,6-difluorophenylamino)-2-((R)-1-phenylpiperidin-3-ylamino)-9H-purin-9-yl)cyclohexanecarboxamide